CC1=C(C(=O)NCCOCCNC(OC(C)(C)C)=O)C=CC(=C1)[N+](=O)[O-] tert-Butyl N-[2-[2-[(2-methyl-4-nitro-benzoyl)amino]ethoxy]ethyl]carbamate